COC1=CC=2C=3N(C=NC2C=C1)N=C(N3)C3=CC=C(C=C3)OC 9-methoxy-2-(4-methoxyphenyl)[1,2,4]triazolo[1,5-c]quinazolin